O1C=CC=C2C=CCC=C12 7H-chromene